N-[tris(hydroxymethyl)methyl]2-aminoethanesulfonic acid OCC(NCCS(=O)(=O)O)(CO)CO